FC(C)S(=O)(=O)C=1C=C(OC[C@H]2OC2)C=CC1 (2S)-2-((3-((1-fluoroethyl)sulfonyl)phenoxy)methyl)oxirane